NCCOCCOCCOCCOCCOCCOCCOCCOCCN1CCC(CC1)CN1C(=NC=2C1=C1C(=NC2N)C=C(S1)C1CCN(CC1)CCOC)CCCC 1-{[1-(26-amino-3,6,9,12,15,18,21,24-octaoxahexacosan-1-yl)hexahydropyridin-4-yl]methyl}-2-butyl-7-[1-(2-methoxyethyl)hexahydropyridin-4-yl]thieno[3,2-b]imidazo[4,5-d]pyridine-4-amine